FC=1C=2N(C=CC1)N=C(C2)[C@@H]2N(CCC1=C2N=CN1)C(=O)C=1OC(=NN1)C(C)C (R)-(4-(4-fluoropyrazolo[1,5-a]pyridin-2-yl)-6,7-dihydro-1H-imidazo[4,5-c]pyridin-5(4H)-yl)(5-isopropyl-1,3,4-oxadiazol-2-yl)methanone